NC1=CC(=NC=C1)N1CCN(CC1)C(=O)OC(C)(C)C tert-Butyl 4-(4-aminopyridin-2-yl)piperazine-1-carboxylate